Methyl 2-[4-[5-[bis(tert-butoxycarbonyl)amino]-4-cyano-1-isopropyl-pyrazol-3-yl]-3-methyl-phenyl]acetate C(C)(C)(C)OC(=O)N(C1=C(C(=NN1C(C)C)C1=C(C=C(C=C1)CC(=O)OC)C)C#N)C(=O)OC(C)(C)C